3-[5-(ethylthio)pyridin-3-yl]-3-[4-(7H-pyrrolo[2,3-d]pyrimidin-4-yl)-1H-pyrazol-1-yl]propanenitrile C(C)SC=1C=C(C=NC1)C(CC#N)N1N=CC(=C1)C=1C2=C(N=CN1)NC=C2